(1-((1R,3S,4S)-2-Azabicyclo[2.2.1]heptane-3-carbonyl)piperidin-4-yl)(1-(4-fluoro-2-(2-isopropylpyridin-3-yl)phenyl)-1H-pyrrolo[2,3-c]pyridin-3-yl)methanone [C@@H]12N[C@@H]([C@@H](CC1)C2)C(=O)N2CCC(CC2)C(=O)C2=CN(C1=CN=CC=C12)C1=C(C=C(C=C1)F)C=1C(=NC=CC1)C(C)C